[Na].C(CCCCCCC\C=C/C[C@H](O)CCCCCC)(=O)OCCCC butyl ricinoleate sodium